3-methoxy-2,2-dimethylpropan-1-amine hydrochloride Cl.COCC(CN)(C)C